4-(((3S,4r)-4-(4-(2H-tetrazol-5-yl)phenyl)-1-methylpyrrolidin-3-yl)methyl)-5,7-dimethyl-1H-indole N=1NN=NC1C1=CC=C(C=C1)[C@H]1[C@@H](CN(C1)C)CC1=C2C=CNC2=C(C=C1C)C